2-oxo-2-[rac-(2R,5S)-5-methyl-2-(1,1,2-trimethyl-3,4-dihydroisoquinolin-6-yl)-1-piperidyl]acetamide O=C(C(=O)N)N1[C@H](CC[C@@H](C1)C)C=1C=C2CCN(C(C2=CC1)(C)C)C |r|